2,4-dimethylcyclopentadienyldimethylsilyl-2-methyl-4-(4-tert-butylphenyl)indenyl-zirconium dichloride [Cl-].[Cl-].CC=1C(C=C(C1)C)[Si](C)(C)[Zr+2]C1C(=CC2=C(C=CC=C12)C1=CC=C(C=C1)C(C)(C)C)C